5-chloro-7-methylquinoline ClC1=C2C=CC=NC2=CC(=C1)C